[N-]=C=O.CC=1C=CC=CC1C1=C(C=CC=C1)C 3,3'-dimethyl-4,4'-biphenyl isocyanate